C(C)(=O)C1=CC(=NC(=C1)OC)NC(OC(C)(C)C)=O tert-butyl (4-acetyl-6-methoxypyridin-2-yl)carbamate